(4-(4-methylthiazol-5-yl)phenyl)methylamine hydrochloride Cl.CC=1N=CSC1C1=CC=C(C=C1)CN